(S)-3-methoxy-N-methyl-4-((3-(8-((6-oxopiperidin-3-yl)amino)-3-((trifluoromethyl)thio)imidazo[1,2-a]pyridin-2-yl)prop-2-yn-1-yl)amino)benzamide COC=1C=C(C(=O)NC)C=CC1NCC#CC=1N=C2N(C=CC=C2N[C@@H]2CNC(CC2)=O)C1SC(F)(F)F